[18F]CCCCCCCC\C=C/CCCCSCCC(=O)O 18-[18F]fluoro-4-thiaoleic acid